FC(COC1=CC=CC(=N1)C(=O)O)(F)F 6-(2,2,2-trifluoroethoxy)picolinic acid